FCC(C(C1=CC=CC=C1)C1=CC=CC=C1)C=1N(C(C(=C(N1)C(=O)NC=1C=NOC1)OC)=O)C 2-(3-fluoro-1,1-diphenylpropan-2-yl)-N-(isoxazol-4-yl)-5-methoxy-1-methyl-6-oxo-1,6-dihydropyrimidine-4-carboxamide